NC1=NNC(=C1)C 3-amino-5-methyl-pyrazole